6-bromo-5,7-difluoro-3-iodo-1-methyl-indazole BrC1=C(C=C2C(=NN(C2=C1F)C)I)F